3-fluoro-5-(((2S,2aS)-1,2,3,3,4,4-hexafluoro-2a-hydroxy-2,2a,3,4-tetrahydro-1H-cyclopenta[cd]inden-7-yl)oxy)benzonitrile FC=1C=C(C#N)C=C(C1)OC1=CC=C2C=3[C@]([C@@H](C(C13)F)F)(C(C2(F)F)(F)F)O